OC1CC2(C(N(C3=CN=CC=C32)CC(=O)OC(C)(C)C)=O)C1 tert-butyl 2-((1s,3s)-3-hydroxy-2'-oxospiro[cyclobutane-1,3'-pyrrolo[2,3-c]pyridin]-1'(2'H)-yl)acetate